C1CCC2=C(C=3CCCC3C=C12)NC(=O)NS(=O)(=O)C1=NN(C=C1)C(C)CCB1O[C@@]2([C@H](O1)C[C@H]1C([C@@H]2C1)(C)C)C N-((1,2,3,5,6,7-hexahydro-s-indacen-4-yl)carbamoyl)-1-(4-((3aS,4S,6S,7aR)-3a,5,5-trimethylhexahydro-4,6-methanobenzo[d][1,3,2]dioxaborol-2-yl)butan-2-yl)-1H-pyrazole-3-sulfonamide